(R)-2-amino-3-(phenylseleno)propionic acid N[C@H](C(=O)O)C[Se]C1=CC=CC=C1